CC1(OB(OC1(C)C)C=1C=CC2=C(N=C(S2)CCN2CCOCC2)C1)C 4-[2-[5-(4,4,5,5-tetramethyl-1,3,2-dioxaborolan-2-yl)-1,3-benzothiazol-2-yl]ethyl]morpholine